3β-acetoxy-5α-hydroxy-6β-[4-(3-aminopropylamino)butylamino]cholest-7-ene C(C)(=O)O[C@@H]1C[C@@]2([C@@H](C=C3[C@@H]4CC[C@H]([C@@H](CCCC(C)C)C)[C@]4(CC[C@@H]3[C@]2(CC1)C)C)NCCCCNCCCN)O